tert-butyl (S)-(1-(1H-imidazol-2-yl)-4-methylpentan-2-yl)carbamate N1C(=NC=C1)C[C@H](CC(C)C)NC(OC(C)(C)C)=O